5-chlorothieno[2,3-b]pyridin-3-amine ClC=1C=C2C(=NC1)SC=C2N